4-amino-N-((6-bromo-3-pyridazinyl)methyl)-N-((1R)-1-(2-pyrimidinyl)ethyl)-1,3-dihydrofuro[3,4-c][1,7]naphthyridine-8-carboxamide NC1=NC=2C=NC(=CC2C2=C1COC2)C(=O)N([C@H](C)C2=NC=CC=N2)CC=2N=NC(=CC2)Br